2-butyn-1,4-diyl-dicarboxylic acid C(C#CCC(=O)O)C(=O)O